NC=1C2=C(C=3C(=NN(C3C1)CC(F)F)F)C(NC2(O)C2=C(C=CC(=C2)F)Cl)=O 5-amino-6-(2-chloro-5-fluorophenyl)-3-(2,2-difluoroethyl)-1-fluoro-6-hydroxy-6,7-dihydropyrrolo[3,4-e]indazol-8(3H)-one